FC(F)(F)S(=O)ON1C(CCCC1=O)=O 2,6-dioxopiperidin-1-yl trifluoromethyl-sulfinate